ortho-allyl-aniline methyl-1,4-dioxospiro[4.5]decane-8-carboxylate COC(=O)C1CCC2(C(CCC2=O)=O)CC1.C(C=C)C1=C(N)C=CC=C1